octynoic acid methyl ester COC(C#CCCCCC)=O